4-fluoromethyl-1,3-dioxolan-2-one FCC1OC(OC1)=O